7-(4-Fluorophenyl)-N-((6-methylpyridazin-3-yl)methyl)phthalazin-1-amine FC1=CC=C(C=C1)C1=CC=C2C=NN=C(C2=C1)NCC=1N=NC(=CC1)C